N-(4-(2-amino-3-cyanopyridin-4-yloxy)-3-fluorophenyl)-3-(4-fluorophenyl)-1-isopropyl-2,4-dioxo-1,2,3,4-tetrahydropyrimidine-5-carboxamide NC1=NC=CC(=C1C#N)OC1=C(C=C(C=C1)NC(=O)C=1C(N(C(N(C1)C(C)C)=O)C1=CC=C(C=C1)F)=O)F